FC1=C(C=CC(=C1)F)C1=CC(=CC=C1)[C@H](CC(=O)OCC)NC(=O)NC=1C(N(C2=NC=CC=C2C1O)C)=O ethyl (S)-3-(2',4'-difluorobiphenyl-3-yl)-3-(3-(4-hydroxy-1-methyl-2-oxo-1,2-dihydro-1,8-naphthyridin-3-yl)ureido)propanoate